O1CCN(CCC1)C(=O)C1=CC2=C(C=N1)C(=NN2CC(F)(F)F)NC2=CC=NC=C2 1,4-oxazepan-4-yl-[3-(4-pyridylamino)-1-(2,2,2-trifluoroethyl)-pyrazolo[4,3-c]pyridin-6-yl]methanone